N(=C=O)CCNC(OC(C)(C)C)=O tert-butyl (2-isocyanatoethyl)carbamate